azetidin-1-yl-6-methylpyrimidin-5-ol N1(CCC1)C1=NC(=C(C=N1)O)C